2-amino-1-(4-methyl-1,3-thiazol-5-yl)ethan-1-one hydrogen chloride Ethyl-5-(4-methyl-1,3-thiazol-5-yl)-1,3-oxazole-4-carboxylate C(C)OC(=O)C=1N=COC1C1=C(N=CS1)C.Cl.NCC(=O)C1=C(N=CS1)C